FC1=C(C(=CC=C1)C1=NOC(=N1)C(C)C)NC(=O)N1CCC(CC1)(C)C1=NOC(=N1)[C@H]1[C@H](C1)F N-(2-fluoro-6-(5-isopropyl-1,2,4-oxadiazol-3-yl)phenyl)-4-(5-((1S,2S)-2-fluorocyclopropyl)-1,2,4-oxadiazol-3-yl)-4-methylpiperidine-1-carboxamide